2-(2-Cyclobutylpyridin-3-yl)-2-hydroxyacetic acid ethyl ester C(C)OC(C(O)C=1C(=NC=CC1)C1CCC1)=O